tert-butyl N-[4-[2-(8-fluoro-2-methyl-imidazo[1,2-a]pyridin-6-yl)-5-oxo-pyrido[4,3-d]pyrimidin-6-yl]norbornan-1-yl]carbamate FC=1C=2N(C=C(C1)C=1N=CC3=C(N1)C=CN(C3=O)C31CCC(CC3)(C1)NC(OC(C)(C)C)=O)C=C(N2)C